FC=1C=C2CNC3(CNCC3)C2=CC1 5-fluorospiro[isoindoline-1,3'-pyrrolidine]